3-(4-((8-hydroxyoctyl)thio)-1-oxoisoindolin-2-yl)piperidine-2,6-dione OCCCCCCCCSC1=C2CN(C(C2=CC=C1)=O)C1C(NC(CC1)=O)=O